(3S)-3-(3-iodoimidazo[1,2-b]pyridazin-7-yl)oxy-2-methyl-butan-2-ol IC1=CN=C2N1N=CC(=C2)O[C@H](C(C)(O)C)C